C1=CC=CC=2C3=CC=CC=C3C(C12)COC(=O)NC(C(=O)O)CC1=CNC2=C(C=CC=C12)F ((((9H-fluoren-9-yl)methoxy)carbonyl)amino)-3-(7-fluoro-1H-indol-3-yl)propionic acid